4-(2,3-dihydro-1,4-dioxa-5-aza-7-naphthylamino)-2-{3-methoxy-4-[(1s,3s)-3-(dimethylamino)cyclobutoxy]phenylamino}pyrimidine O1CCOC2=NC=C(C=C12)NC1=NC(=NC=C1)NC1=CC(=C(C=C1)OC1CC(C1)N(C)C)OC